3-[(1-benzofuran-5-yl)methyl]-1-[(2,4-difluorophenyl)methyl]-1-(1-methylpiperidin-4-yl)urea O1C=CC2=C1C=CC(=C2)CNC(N(C2CCN(CC2)C)CC2=C(C=C(C=C2)F)F)=O